(9H-fluoren-9-yl)methyl(3-hydrazinyl-3-oxopropyl)carbamate C1=CC=CC=2C3=CC=CC=C3C(C12)OC(N(CCC(=O)NN)C)=O